(azetidin-3-yl)-2-(methylamino)-1,3-thiazole-4-carboxylic acid ethyl ester C(C)OC(=O)C=1N=C(SC1C1CNC1)NC